2,2-dimethylmorpholine-3-carboxylic acid CC1(C(NCCO1)C(=O)O)C